C[C@H]1NCC[C@H](C1)C(=O)OCC |r| ethyl (2RS,4RS)-2-methylpiperidine-4-carboxylate